1-methylcyclopent-3-ene CC1CC=CC1